C1(=CC=CC2=CC=CC=C12)N(C1=CC=C(C=C1)C1=CC=C(C=C1)N(C1=CC=CC=C1)C1=CC=CC2=CC=CC=C12)C1=CC=CC=C1 N,N'-di-1-naphthyl-N,N'-diphenyl-1,1'-biphenyl-4,4'-diamine